FC1=CC=C(OCC2=NN=C(O2)S)C=C1 5-(4-fluorophenoxymethyl)-2-mercapto-1,3,4-oxadiazole